3-((2-chlorophenyl)ethynyl)-1H-pyrrole-2,4-dicarboxylic acid diethyl ester C(C)OC(=O)C=1NC=C(C1C#CC1=C(C=CC=C1)Cl)C(=O)OCC